C(=C)C1COCCCN1C(=O)OC(C)(C)C Tert-butyl 3-vinyl-1,4-oxazepane-4-carboxylate